4-(4-(4-(5-aminopent-1-yn-1-yl)phenyl)-3,6-dihydropyridin-1(2H)-yl)-N-hydroxy-2-methyl-2-(methylsulfonyl)butanamide NCCCC#CC1=CC=C(C=C1)C=1CCN(CC1)CCC(C(=O)NO)(S(=O)(=O)C)C